(2S,3S,4R)-1-O-(α-D-galactosyl)-2-(N-tricosanoylamino)-1,3,4-hexanetriol [C@H]1([C@H](O)[C@@H](O)[C@@H](O)[C@H](O1)CO)OC[C@@H]([C@@H]([C@@H](CC)O)O)NC(CCCCCCCCCCCCCCCCCCCCCC)=O